4-((6-chloropyridin-3-yl)amino)-3-nitrobenzonitrile ClC1=CC=C(C=N1)NC1=C(C=C(C#N)C=C1)[N+](=O)[O-]